C(C)C=1N=C(C2=C(N1)CN(C2)C(C=C)=O)C2=C1C(=NC=C2)NC=C1 1-(2-Ethyl-4-(1H-pyrrolo[2,3-b]pyridin-4-yl)-5,7-dihydro-6H-pyrrolo[3,4-d]pyrimidin-6-yl)prop-2-en-1-one